1H-PYRROLO[3,2-B]PYRIDINE-7-CARBOXALDEHYDE N1C=CC2=NC=CC(=C21)C=O